ClC=1C=C(C(=NC1)NC(=O)C1(CN(C(C1)=O)COCC)C1=C(C=CC=C1)C(C)C)OC(F)F N-(5-chloro-3-(difluoromethoxy)pyridin-2-yl)-1-(ethoxymethyl)-3-(2-isopropylphenyl)-5-oxopyrrolidine-3-carboxamide